4-(tert-butyl)-N-(5-phenylisoxazol-3-yl)benzenesulfonamide C(C)(C)(C)C1=CC=C(C=C1)S(=O)(=O)NC1=NOC(=C1)C1=CC=CC=C1